B([O-])([O-])[O-].IC1=C(C(C(=O)[O-])=CC=C1)OCl.C(C)[N+](C)(CC)CC.C(C)[N+](CC)(CC)C.C(C)[N+](CC)(CC)C.C(C)[N+](CC)(CC)C triethylmethylammonium iodochlorosalicylate borate